C(C1CO1)OCCCCCCCCCCCCCCCCCCCCCCCC tetracosyl glycidyl ether